phenoxy hexyl ether C(CCCCC)OOC1=CC=CC=C1